FC1=CC=2C(OCCC2S1)CN (2-fluoro-6,7-dihydro-4H-thieno[3,2-c]pyran-4-yl)methanamine